BrC=1C=C2CC(NC2=CC1)=O 5-Bromoindolin-2-one